8-(3,4,5-trimethoxyphenyl)-[1,2,4]triazolo[4,3-a]pyridine COC=1C=C(C=C(C1OC)OC)C=1C=2N(C=CC1)C=NN2